N[C@]12CC([C@H]([C@@H]([C@@H]2[C@H](OC1=O)C)\C=C\C1=NC=C(C=C1)Br)C)(F)F (3R,3aS,4R,5S,7aS,E)-7a-amino-4-(2-(5-bromopyridin-2-yl)vinyl)-6,6-difluoro-3,5-dimethyl-hexahydroisobenzofuran-1(3H)-one